Cl.FC=1C(=CC=2C(=NN(N2)C)C1)N 6-fluoro-2-methyl-2H-benzo[d][1,2,3]triazol-5-amine hydrochloride